BrC1=C2C(C(N(C2=C(C=C1C)Cl)CC)=O)=O 4-Bromo-7-chloro-1-ethyl-5-methylindoline-2,3-dione